C1(CC1)C=1C=CC=2N(N1)C(=CN2)C2=CC=CC(=N2)N[C@H]2CNC[C@@H]2OC 6-(6-cyclopropylimidazo[1,2-b]pyridazin-3-yl)-N-((3S,4S)-4-methoxypyrrolidin-3-yl)pyridin-2-amine